(R)-3-Chlorophenylglycine hydrochloride Cl.ClC=1C=C([C@@H](N)C(=O)O)C=CC1